FC(C)(F)C1=NC(=CC(=N1)NC1=CC(=NC=C1C=1N=COC1)NC(C)=O)C N-(4-((2-(1,1-difluoroethyl)-6-methylpyrimidin-4-yl)amino)-5-(oxazol-4-yl)pyridin-2-yl)acetamide